C(C=C)(=O)N1[C@H](CN(CC1)C=1C2=C(N=C(N1)OCC1(CCCC1)N)CN(CC2)C2=CC=CC1=CC=CC(=C21)Cl)CC#N (S)-2-(1-propenoyl-4-(2-((1-aminocyclopentyl)methoxy)-7-(8-chloronaphthalen-1-yl)-5,6,7,8-tetrahydropyrido[3,4-d]pyrimidin-4-yl)piperazin-2-yl)acetonitrile